CO/C=1/CCCCC\N1 (E)-7-methoxy-3,4,5,6-tetrahydro-2H-azepine